BrC1=CC=C2C(=CNC2=C1)C=NCC(OCC)OCC N-((6-bromo-1H-indol-3-yl)methylene)-2,2-diethoxyethylamine